ClC=1C=CC2=C(C[C@H](CC=3N2C(=NN3)[C@@H]3CC[C@H](CC3)OC3=NC=CC=C3)CNC(OC(C)(C)C)=O)C1 tert-butyl {(5R)-8-chloro-1-[trans-4-(pyridin-2-yloxy)cyclohexyl]-5,6-dihydro-4H-[1,2,4]triazolo[4,3-a]benzazepin-5-yl}methylcarbamate